4-CYCLOPROPOXY-2-FORMYL-N-METHYLBENZAMIDE C1(CC1)OC1=CC(=C(C(=O)NC)C=C1)C=O